N1-methyl-N1-neopentylbenzene-1,4-diamine CN(C1=CC=C(C=C1)N)CC(C)(C)C